COC1=CC=C2C(=N1)COC[C@H]2NC (S)-2-methoxy-N-methyl-5,8-dihydro-6H-pyrano[3,4-b]pyridin-5-amine